2-[(2,4-dimethylbenzyl)oxy]isoindoline-1,3-dione CC1=C(CON2C(C3=CC=CC=C3C2=O)=O)C=CC(=C1)C